CC1(CCC1)NC(O)=O.C(N)(OC1(CCC1)C)=O 1-methylcyclobutyl carbamate (1-methylcyclobutyl carbamate)